ClC=1C=C(C=CC1)C1=CC=CC=2OC3=C(C21)C=CC=C3C3=CC=CC=C3 1-(3-Chlorophenyl)-6-phenyldibenzo[b,d]furan